(S)-N-methyl-N-((1-methylazepan-2-yl)sulfonyl)glycine aluminum-nickel [Ni].[Al].CN(CC(=O)O)S(=O)(=O)[C@@H]1N(CCCCC1)C